1-(2-((2R,4aS,4bR,6aS,7S,7aS,8aR,8bR,8cR,10aR)-2-hydroxy-2,6a-dimethyloctadecahydrocyclopenta[4,5]cyclopenta[1,2-a]phenanthren-7-yl)-2-carbonylethyl)-1H-pyrazole-3-carbonitrile O[C@@]1(CC[C@@H]2[C@H]3CC[C@]4(C(C3CCC2C1)[C@H]1[C@@H]([C@@H]4C(CN4N=C(C=C4)C#N)=C=O)CCC1)C)C